COC1=C(C(=O)C(C(C)C(C2=C(C=CC=C2OC)OC)=O)C)C(=CC=C1)OC bis(2,6-dimethoxybenzoyl)-(1-methylpropane)